C(CCCCCCC\C=C/C\C=C/CCCCC)(=O)OCCCC(CCC)OC(=O)OCCCN(C)CC 4-(((3-(ethyl(methyl)amino)propoxy)carbonyl)oxy)heptyl (9Z,12Z)-octadeca-9,12-dienoate